4-(7-fluoro-4-isocyanato-indan-5-yl)-2-methoxy-pyridine FC=1C=C(C(=C2CCCC12)N=C=O)C1=CC(=NC=C1)OC